FC1=CC=C(C=C1)C=1N=CN(C1C1=CC=CCN1C1=CC=C(C=C1)N1CCN(CC1)CCO)C(C)C 6-(4-(4-fluorophenyl)-1-isopropyl-1H-imidazol-5-yl)-N-(4-(4-(2-hydroxyethyl)piperazin-1-yl)phenyl)pyridine